FC1=CC(=NC=C1)C=1N=NNC1 4-(4-fluoropyridin-2-yl)-1H-1,2,3-triazol